[Sn]I tin (I) iodide